benzyl 3-oxocyclobutanecarboxylate O=C1CC(C1)C(=O)OCC1=CC=CC=C1